C(C1=CC(O)=C(O)C(O)=C1)(=O)C([C@]([C@]([C@@]([C@](C(=O)O)(O)C(C1=CC(O)=C(O)C(O)=C1)=O)(O)C(C1=CC(O)=C(O)C(O)=C1)=O)(O)C(C1=CC(O)=C(O)C(O)=C1)=O)(O)C(C1=CC(O)=C(O)C(O)=C1)=O)O pentagalloyl-gluconic acid